(2S)-2-(4,4-difluoro-3-(6-(hydroxymethyl)-5-methoxypyrazin-2-yl)piperidin-1-yl)-N-(2,2-difluoro-[1,3]dioxolo[4',5':4,5]benzo[1,2-d]thiazol-6-yl)propanamide FC1(C(CN(CC1)[C@H](C(=O)NC=1SC2=C(N1)C=C1C(=C2)OC(O1)(F)F)C)C1=NC(=C(N=C1)OC)CO)F